CC1(CC2=C(C(N1)=O)C(=C(N2)C2=CC(=NC=C2)NC(CC2=CC=C(C=C2)F)=O)C2=CC=C(C=C2)C)C N-{4-[6,6-Dimethyl-3-(4-methylphenyl)-4-oxo-4,5,6,7-tetrahydro-1H-pyrrolo[3,2-c]pyridin-2-yl]pyridin-2-yl}-2-(4-fluorophenyl)acetamid